OC1=C(C=C(C=C1)OCOCCOC)C(C)=O 1-(2-hydroxy-5-((2-methoxyethoxy)methoxy)phenyl)ethan-1-one